palmitoylethyl-dimethyl-ammonium chloride [Cl-].C(CCCCCCCCCCCCCCC)(=O)[N+](C)(C)CC